hexyl 2-methoxymethyl-3,3-dimethylbutyrate COCC(C(=O)OCCCCCC)C(C)(C)C